FC1=C(C=CC=C1)C1=CC(=CN1S(=O)(=O)C=1C=C2C(=NC1)C=CO2)CN(C(OC(C)(C)C)=O)C tert-butyl N-{[5-(2-fluorophenyl)-1-{furo[3,2-b]pyridine-6-sulfonyl}-1H-pyrrol-3-yl]methyl}-N-methylcarbamate